2-(4-iodo-2,5-dimethoxyphenyl)-N-(2-methoxybenzyl)ethanamine IC1=CC(=C(C=C1OC)CCNCC1=C(C=CC=C1)OC)OC